[2-(1H-indol-4-yl)-1H-imidazol-4-yl](3,4,5-trimethoxyphenyl)methanone N1C=CC2=C(C=CC=C12)C=1NC=C(N1)C(=O)C1=CC(=C(C(=C1)OC)OC)OC